C(C)(C)(C)OC(=O)N1C=CC2=C(C(=CC(=C12)C)OC)CN1[C@@H](CN(CC1)CCC)C1=CC=C(C=C1)C(=O)OC |r| (±)-5-methoxy-4-((2-(4-(methoxycarbonyl)phenyl)-4-propylpiperazin-1-yl)methyl)-7-methyl-1H-indole-1-carboxylic acid tert-butyl ester